C12COCC(N1C=1SC3=C(N1)C=CC(=C3C(=O)NC=3C=NC(=C(C3C(NC31CC(C3)(C1)C#N)=O)F)OC)OC)C2 2-(3-Oxa-6-azabicyclo[3.1.1]heptan-6-yl)-N-(4-((3-cyanobicyclo[1.1.1]pentan-1-yl)carbamoyl)-5-fluoro-6-methoxypyridin-3-yl)-6-methoxybenzo[d]thiazole-7-carboxamide